1-tetrahydropyran-4-yl-5H-pyrazolo[3,4-d]Pyrimidin-4-one O1CCC(CC1)N1N=CC2=C1N=CNC2=O